2-[4-[3-[1-(5-chloropyrimidin-2-yl)-4-piperidyl]propoxy]-2-fluoro-phenyl]-1-[3-[[[3-hydroxy-2,2-bis(hydroxymethyl)propyl]amino]methyl]-3-(methoxymethyl)pyrrolidin-1-yl]ethanone ClC=1C=NC(=NC1)N1CCC(CC1)CCCOC1=CC(=C(C=C1)CC(=O)N1CC(CC1)(COC)CNCC(CO)(CO)CO)F